ClC=1C(N(C(=CC1[C@@H]1[C@H](C1)C=1C=NC=C(C1)Cl)C)C1=CC(=NC=C1C)C=1C(=C(C=CC1)NC(OC)=O)F)=O methyl (3-(3-chloro-4-((1S,2S)-2-(5-chloropyridin-3-yl)cyclopropyl)-5',6-dimethyl-2-oxo-2H-[1,4'-bipyridin]-2'-yl)-2-fluorophenyl)carbamate